isopropyl (1S,3S)-3-((5-(5-(aminomethyl)-1-methyl-1H-1,2,3-triazol-4-yl)pyrazin-2-yl)oxy)cyclohexane-1-carboxylate NCC1=C(N=NN1C)C=1N=CC(=NC1)O[C@@H]1C[C@H](CCC1)C(=O)OC(C)C